N12CCN(C(CC1)CC2)C(=O)N2N=C(C1=C2C(CO1)(C)C)C1=CC=C(C=C1)F (1,4-diazabicyclo[3.2.2]nonan-4-yl)(3-(4-fluorophenyl)-6,6-dimethyl-5,6-dihydro-1H-furo[3,2-c]pyrazol-1-yl)methanone